CC(CCCCCC[Mg]Cl)CCCCCCCCCCCCCCCC 7-methyltricosylmagnesium chloride